C(CCC\C=C/C\C=C/C\C=C/C\C=C/CCCCC)(=O)OCC(O)CO glycerol monoarachidonate